FC1=CC=C(C=C1)C=1C=C2C(=NC=NC2=C(C1)OC)NCC=1C=CC=C2C=CN(C12)C 6-(4-Fluorophenyl)-8-methoxy-N-[(1-methylindol-7-yl)methyl]quinazolin-4-amine